ClC=1C=C(C=C(C1)C1OC1)[C@H]1N(CCOC1)C(=O)OC(C)(C)C tert-butyl (3R)-3-(3-chloro-5-(oxiran-2-yl)phenyl)morpholine-4-carboxylate